2,4-DIOXO-1,2,3,4-TETRAHYDROPYRIMIDIN O=C1NC=CC(N1)=O